N-(3-Chloro-4-fluorophenyl)-N1-(4-fluorophenyl)-6-pyrrolidin-1-yl-[1,3,5]triazine-2,4-diamine hydrochloride Cl.ClC=1C=C(C=CC1F)NC1N(C(=NC(=N1)N)N1CCCC1)C1=CC=C(C=C1)F